(5-((3ar,6as)-3,3-dimethylhexahydro-1H-furo[3,4-b]pyrrol-1-yl)-1-methyl-6-oxo-1,6-dihydro-pyridazin-3-yl)boronic acid CC1([C@@H]2[C@H](N(C1)C1=CC(=NN(C1=O)C)B(O)O)COC2)C